bis-[γ-(triethoxysilyl) propyl] tetrasulfide C(C)O[Si](CCCSSSSCCC[Si](OCC)(OCC)OCC)(OCC)OCC